O1COC2=C1C=CC=C2CNC(C)C2=CC(=NC=C2)N2CCCCC2 N-(1,3-benzodioxol-4-ylmethyl)-1-[2-(1-piperidyl)-4-pyridyl]ethanamin